(Z)-(1-methoxy-5-triisopropylsiloxy-1-pentenyl)-sulphonylbenzene CO/C(=C/CCCO[Si](C(C)C)(C(C)C)C(C)C)/S(=O)(=O)C1=CC=CC=C1